IC1=C(C=NN1C=1C=NC=CC1)C(=O)O 5-iodo-1-(pyridin-3-yl)-1H-pyrazole-4-carboxylic acid